N1(CCNCC1)CCCOC1=CC(OC2=C1C=CC=C2)=O 4-(3-(piperazin-1-yl)propoxy)-2H-benzopyran-2-one